4-((3-isopropyl-1-p-toluenesulfonyl-1H-pyrrolo[2,3-c]pyridin-5-yl)methyl)-3,5-dimethylphenyl trifluoromethylsulfonate FC(F)(F)S(=O)(=O)OC1=CC(=C(C(=C1)C)CC=1C=C2C(=CN1)N(C=C2C(C)C)S(=O)(=O)C2=CC=C(C)C=C2)C